2-(4-(1H-indole-2-carbonyl)piperazin-1-yl)-N-(4-methyltetrahydro-2H-pyran-4-yl)-2-oxoacetamide N1C(=CC2=CC=CC=C12)C(=O)N1CCN(CC1)C(C(=O)NC1(CCOCC1)C)=O